Iridium Triflate Ureidoglycolate N(C(=O)N)C(C(=O)[O-])O.[O-]S(=O)(=O)C(F)(F)F.[Ir+2]